Cl.Cl.COCCOC=1C=C(C=2N(C1)N=CC2C#N)C=2C=NC(=CC2)N2CCNCC2 6-(2-Methoxyethoxy)-4-(6-(piperazin-1-yl)pyridin-3-yl)pyrazolo[1,5-a]pyridine-3-carbonitrile dihydrochloride